diamino-1,3-dicyclohexylpropane NC(CC1CCCCC1)(CC1CCCCC1)N